N[C@H]1[C@H]2CC[C@@H](C1)N2C=2N(C(C1=C(N2)NC=C1C=1C(=C2N=C(C=NC2=CC1)OC)Cl)=O)C 2-((1R,2R,4S)-2-amino-7-aza-bicyclo[2.2.1]heptan-7-yl)-5-(5-chloro-3-methoxy-quinoxalin-6-yl)-3-methyl-3,7-dihydro-4H-pyrrolo[2,3-d]pyrimidin-4-one